N-(3-fluoro-4-(piperidin-1-yl)phenyl)-2-(2-oxa-6-azaspiro[3.4]octan-6-yl)-5-(2,2,2-trifluoroethyl)oxazole-4-carboxamide FC=1C=C(C=CC1N1CCCCC1)NC(=O)C=1N=C(OC1CC(F)(F)F)N1CC2(COC2)CC1